ClC=1N=C(C2=C(N1)CNCC2)OC(=O)N2C(CNCC2)CC#N 2-chloro-5,6,7,8-tetrahydropyrido[3,4-d]pyrimidin-4-yl-2-(cyanomethyl)piperazine-1-carboxylate